S(C)(=O)(=O)O.Br hydrogen bromide, mesylate salt